ClCC(=C)C1C(CCC(C1)C(=C)C)(C=C)C 2-(3-chloroprop-1-en-2-yl)-1-methyl-4-(prop-1-en-2-yl)-1-vinylcyclohexane